di-lysine di-p-toluenesulfonate CC1=CC=C(C=C1)S(=O)(=O)O.CC1=CC=C(C=C1)S(=O)(=O)O.N[C@@H](CCCCN)C(=O)O.N[C@@H](CCCCN)C(=O)O